CS(=O)(=O)C1=CC=C(OCC2CC(NC2)C)C=C1 4-[(4-methanesulfonylphenoxy)methyl]-2-methylpyrrolidine